3-[4-[1-[2-[4-[[2,6-dimethoxy-4-(6-methyl-7-oxo-1H-pyrazolo[3,4-c]pyridin-4-yl)phenyl]methyl]-1-piperidyl]ethyl]-4-piperidyl]anilino]piperidine-2,6-dione COC1=C(C(=CC(=C1)C=1C2=C(C(N(C1)C)=O)NN=C2)OC)CC2CCN(CC2)CCN2CCC(CC2)C2=CC=C(NC1C(NC(CC1)=O)=O)C=C2